5-[2-(3,4-dimethoxyphenyl)ethyl-methylamino]-2-propan-2-yl-2-(3,4,5-trimethoxyphenyl)pentanenitrile COC=1C=C(C=CC1OC)CCN(CCCC(C#N)(C1=CC(=C(C(=C1)OC)OC)OC)C(C)C)C